C(C\C=C/CCCCC)OC(CCCC(=O)O)=O 5-[(Z)-non-3-enoxy]-5-oxo-pentanoic acid